CC1=C(C=CC(=C1C)C1=C(C(=C(C=C1)O)C)C)O 2,2',3,3'-tetramethyl-4,4'-biphenol